FC1=CC=C2C(CN(C2=C1)C(=O)O)(C(=O)O)C 6-fluoro-3-methylindoline-1,3-dicarboxylic acid